t-Butyloxycarbonyl-L-glutamyl-L-lysyl-L-lysine C(C)(C)(C)OC(=O)N[C@@H](CCC(=O)O)C(=O)N[C@@H](CCCCN)C(=O)N[C@@H](CCCCN)C(=O)O